[K].FC1=C(C(=CC(=C1)Br)F)O 2,6-difluoro-4-bromophenol potassium